2-[3-[5-(3-aminopropoxy)-1H-indazol-3-yl]phenoxy]acetic acid hydrochloride Cl.NCCCOC=1C=C2C(=NNC2=CC1)C=1C=C(OCC(=O)O)C=CC1